methyl (Z)-3-(3,7-difluoro-1H-indazol-6-yl)-2-fluoroacrylate FC1=NNC2=C(C(=CC=C12)\C=C(\C(=O)OC)/F)F